C(C1=CC=CC=C1)(C1=CC=CC=C1)N1CC(C1)N1CC2=CC=C(C=C2CC1)N(C)C 2-(1-benzhydryl-azetidin-3-yl)-N,N-dimethyl-1,2,3,4-tetrahydroisoquinolin-6-amine